COC=1C(=C2C=CNC2=C(C1)C)CN1[C@@H](CC2(CC2)CC1)C1=CC=C(C(=O)N)C=C1 (S)-4-(6-((5-methoxy-7-methyl-1H-indol-4-yl)methyl)-6-azaspiro[2.5]octan-5-yl)benzamide